CC1=C(C=C(C(=C1)O)C(C)CCCCCCCCCCCCCCCC)O 2-methyl-5-sec-octadecyl-1,4-benzenediol